2-(4-((S or R)-1-(((R)-((S)-2,3-dihydro-1H-pyrido[2,3-b][1,4]oxazin-3-yl)(phenyl)methyl)amino)propan-2-yl)phenyl)acetic acid N1C2=C(O[C@@H](C1)[C@@H](C1=CC=CC=C1)NC[C@@H](C)C1=CC=C(C=C1)CC(=O)O)N=CC=C2 |o1:15|